phosphoric acid tri(beta-chloroethyl) ester ClCCOP(OCCCl)(OCCCl)=O